tert-butyl 2-(N-(4-(methoxycarbonyl)benzyl)methylsulfonamido)-6,7-dihydrothiazolo[5,4-c]pyridine-5(4H)-carboxylate COC(=O)C1=CC=C(CN(S(=O)(=O)C)C=2SC=3CN(CCC3N2)C(=O)OC(C)(C)C)C=C1